N-methyl-N-[3-(2-methyl-1-oxoisoquinolin-4-yl)phenyl]methanesulfonamide CN(S(=O)(=O)C)C1=CC(=CC=C1)C1=CN(C(C2=CC=CC=C12)=O)C